3,3-dimethylbutyl 5-methylsulfonyl-4-oxo-1-[4-(trifluoromethoxy)phenyl]cinnoline-3-carboxylate CS(=O)(=O)C1=C2C(C(=NN(C2=CC=C1)C1=CC=C(C=C1)OC(F)(F)F)C(=O)OCCC(C)(C)C)=O